ClC[C@H]1CNC(O1)=O (R)-5-(chloromethyl)oxazolidine-2-one